ANTHRANILIC ANILIDE C(C=1C(N)=CC=CC1)(=O)NC1=CC=CC=C1